C(=O)(O)CCC=CC(=O)SCCNC(CCNC([C@@H](C(COP(OP(OC[C@@H]1[C@H]([C@H]([C@@H](O1)N1C=NC=2C(N)=NC=NC12)O)OP(=O)(O)O)(=O)O)(=O)O)(C)C)O)=O)=O 5-carboxy-2-pentenoyl-CoA